C(C)(C)(C)OC(=O)N1CC=2N(CCC1)N=CC2 5-tert-butoxycarbonyl-4,6,7,8-tetrahydropyrazolo[1,5-a][1,4]diazepine